OC=1C=C(C[C@@H]2NC(C3=C(NC2=O)C=C(C=C3)C(F)(F)F)=O)C=CC1O (S)-3-(3,4-dihydroxybenzyl)-8-(trifluoromethyl)-3,4-dihydro-1H-benzo[E][1,4]diazepine-2,5-dione